C(C(C)C)NC=1N=CC2=C(N1)NC=C2C2=CC=1N(C=C2)N=CC1C(=O)N1CCCCC1 (5-(2-(isobutylamino)-7H-pyrrolo[2,3-d]pyrimidin-5-yl)pyrazolo[1,5-a]pyridin-3-yl)(piperidin-1-yl)methanone